ClC=1C(=NC(=C(C(=O)NC2=CC(=C(C=C2)F)C(N)=NO)C1)N1CCC(CCC1)(F)F)C(F)F 5-chloro-2-(4,4-difluoroazepan-1-yl)-6-(difluoromethyl)-N-(4-fluoro-3-(N'-hydroxyamidino)phenyl)nicotinamide